Methyl 6-(2-(4-((2,2,2-trifluoro-N-(2-phenylcyclopropyl)acetamido)methyl)piperidin-1-yl) ethoxy)nicotinate FC(C(=O)N(C1C(C1)C1=CC=CC=C1)CC1CCN(CC1)CCOC1=NC=C(C(=O)OC)C=C1)(F)F